2-methyl-3-(3,4-methylenedioxyphenyl)-propanamine CC(CN)CC1=CC2=C(C=C1)OCO2